5-((1R,2R)-2-(cis-(4-aminocyclohexyl)-amino)cyclopropyl)-N-(4,4-difluorocyclohexyl)-thiophene-3-carboxamide N[C@H]1CC[C@H](CC1)N[C@H]1[C@@H](C1)C1=CC(=CS1)C(=O)NC1CCC(CC1)(F)F